1-(4-fluoro-3-hydroxy-phenyl)-3-(trifluoromethyl)-5,6-dihydro-4H-indazol-7-one FC1=C(C=C(C=C1)N1N=C(C=2CCCC(C12)=O)C(F)(F)F)O